N-((S)-4-methyl-1-oxo-1-(((S)-1-oxo-3-((S)-2-oxopyrrolidin-3-yl)propan-2-yl)amino)pentan-2-yl)-5-(pyridin-2-yl)isoxazole-3-carboxamide CC(C[C@@H](C(N[C@H](C=O)C[C@H]1C(NCC1)=O)=O)NC(=O)C1=NOC(=C1)C1=NC=CC=C1)C